COC1CC(C1)OCC1=CC=CC=C1 (((1s,3s)-3-methoxycyclobutoxy)methyl)benzene